isobutyl-di(hept-6-en-1-yl)aluminum C(C(C)C)[Al](CCCCCC=C)CCCCCC=C